C1(CC1)C1=CSC2=C1N=CN(C2=O)CC2(CCN(CC2)C(CCC2=CC=CC=C2)=O)O 7-Cyclopropyl-3-((4-hydroxy-1-(3-phenylpropanoyl)piperidin-4-yl)methyl)thieno[3,2-d]pyrimidin-4(3H)-one